6-methyl-2-((trimethylsilyl)ethynyl)pyridine CC1=CC=CC(=N1)C#C[Si](C)(C)C